5-chloro-2-[({3-oxabicyclo[3.1.0]hexan-6-yl}amino)methyl]-7,8-dihydro-6H-spiro[[1,3]oxazolo[5,4-f]quinazoline-9,1'-cyclohexane]-7-one ClC=1C=C2C(=C3C1NC(NC31CCCCC1)=O)OC(=N2)CNC2C1COCC21